FC1=CC=C(OCC=2SC=C(N2)CNCC(C)C)C=C1 (p-fluorophenoxymethyl)-4-(N-isobutyl-aminomethyl)-thiazole